3-allyl-6-(3-(allyloxy)-4-methoxyphenyl)-1-(3,4,5-trimethoxyphenyl)-1,3-dihydro-2H-imidazo[4,5-c]pyridin-2-one C(C=C)N1C(N(C2=C1C=NC(=C2)C2=CC(=C(C=C2)OC)OCC=C)C2=CC(=C(C(=C2)OC)OC)OC)=O